(m-tolyl)piperidin-4-one C1(=CC(=CC=C1)N1CCC(CC1)=O)C